(S)-(+)-2-aminobutanamide N[C@H](C(=O)N)CC